2'-chloro-N-(5-(2-chloro-6-(difluoromethyl)nicotinoyl)-5,6-dihydro-4H-pyrrolo[3,4-d]thiazol-2-yl)-5'-methoxy-6-methyl-[4,4'-bipyridine]-3-carboxamide ClC1=NC=C(C(=C1)C1=C(C=NC(=C1)C)C(=O)NC=1SC2=C(N1)CN(C2)C(C2=C(N=C(C=C2)C(F)F)Cl)=O)OC